1,1-dimethyl-piperidinium hydroxide [OH-].C[N+]1(CCCCC1)C